Methyl 2-(p-tolylthio)cyclopentane-1-carboxylate C1(=CC=C(C=C1)SC1C(CCC1)C(=O)OC)C